CN1N=CC(=C1)C(=O)NC1=NC(=CC=C1)N1N=C(C2=CC=CC=C12)NC=1C=C2C(=NNC2=CC1)C 1-methyl-N-[6-[3-[(3-methyl-1H-indazol-5-yl)amino]indazol-1-yl]-2-pyridyl]pyrazole-4-carboxamide